2,2'-diamino-[1,1'-binaphthyl]-6,6'-diol NC1=C(C2=CC=C(C=C2C=C1)O)C1=C(C=CC2=CC(=CC=C12)O)N